O([C@H]1[C@H](O)[C@@H](O)[C@H](O)[C@H](O1)CO)[C@H]1[C@H](O)[C@@H](O)[C@H](O)[C@H](O1)CO beta-D-glucosyl-(1->4) beta-D-glucopyranoside